benzo[c]selenophene-1,3-dicarboxamide C=1([Se]C(=C2C1C=CC=C2)C(=O)N)C(=O)N